C(C)(C)(C)OC(=O)N1C[C@@H]2C([C@@H]2C1)N.C[Si](OCCC)(C(C)C)C di(methyl)isopropyl-(n-propoxy)silane tert-butyl-(1r,5S,6S)-6-amino-3-azabicyclo[3.1.0]hexane-3-carboxylate